4-(2-hydroxyethyl)-3-methylisoindol-1-one OCCC1=C2C(=NC(C2=CC=C1)=O)C